CNC=1C2=C(N=CN1)N(C=C2)[C@H]2[C@@H]([C@@H]([C@H](C2)CN(C=2C=NNC2)CCCNCCC2=CC=CC=C2)O)O (1R,2S,3R,5R)-3-(4-(Methylamino)-7H-pyrrolo[2,3-d]pyrimidin-7-yl)-5-(((3-(phenethylamino)propyl)(1H-pyrazol-4-yl)amino)methyl)cyclopentane-1,2-diol